[N-](S(=O)(=O)C(F)(F)F)S(=O)(=O)C(F)(F)F.C(=C)N1CN(C=C1)CCCC 1-vinyl-3-butylimidazole bis(trifluoromethanesulfonyl)imide salt